C(C)OC(=O)C=1C(=NN2C1N=C(C=C2)C#C)NC(=O)OC(C)(C)C 2-((tert-Butoxycarbonyl)amino)-5-ethynylpyrazolo[1,5-a]Pyrimidine-3-carboxylic acid ethyl ester